tert-butyl 1'-(2-fluoro-4-nitrophenyl)-4-hydroxy-[1,4'-bipiperidine]-4-carboxylate FC1=C(C=CC(=C1)[N+](=O)[O-])N1CCC(CC1)N1CCC(CC1)(C(=O)OC(C)(C)C)O